6-[(3S)-3-(cyanomethyl)piperazin-1-yl]-2-[[(2S)-1-(2-hydroxyethyl)pyrrolidin-2-yl]methylamino]-N-(3-methoxy-1-naphthyl)pyrimidine-4-carboxamide C(#N)C[C@H]1CN(CCN1)C1=CC(=NC(=N1)NC[C@H]1N(CCC1)CCO)C(=O)NC1=CC(=CC2=CC=CC=C12)OC